HYDROXY-3-IODO-5-METHYL-BENZAMIDE OC1=C(C(=O)N)C=C(C=C1I)C